3-Amino-8-(6-fluorobenzofuran-7-yl)-N-propylimidazo[1,2-a]pyridine-2-carboxamide NC1=C(N=C2N1C=CC=C2C2=C(C=CC=1C=COC12)F)C(=O)NCCC